C1(=CC=CC=C1)COC(=O)NC(CO)C 2-(phenylmethoxycarbonylamino)propanol